The molecule is a sulfooxy steroid. It derives from a cholic acid. It is a conjugate acid of a glycochenodeoxycholate 7-sulfate(2-) and a glycochenodeoxycholic acid sulfate anion. C[C@H](CCC(=O)NCC(=O)O)[C@H]1CC[C@@H]2[C@@]1(CC[C@H]3[C@H]2[C@@H](C[C@H]4[C@@]3(CC[C@H](C4)O)C)OS(=O)(=O)O)C